(3Z)-N-(2-acetamidoethyl)-2-oxo-3-(3-oxoindolin-2-ylidene)indoline-1-carboxamide C(C)(=O)NCCNC(=O)N1C(\C(\C2=CC=CC=C12)=C\1/NC2=CC=CC=C2C1=O)=O